S(C)(=O)(=O)O.C(CCCCCCCCC=C)(=O)O undecylenic acid mesylate